methyl 5-{3-[(5-fluoropyridin-3-yl) methoxy] pyridin-2-yl}-1-methylpyrrole-3-carboxylate FC=1C=C(C=NC1)COC=1C(=NC=CC1)C1=CC(=CN1C)C(=O)OC